N-[(4-bromo-3-fluoro-5-nitrophenyl)methyl]-6-cyclopropyl-N-(4-fluoro-2-methanesulfonylphenyl)pyridine-3-carboxamide BrC1=C(C=C(C=C1[N+](=O)[O-])CN(C(=O)C=1C=NC(=CC1)C1CC1)C1=C(C=C(C=C1)F)S(=O)(=O)C)F